5-bromo-2-[[4-(4-pyridinyl)piperazin-1-yl]methyl]-1H-indole BrC=1C=C2C=C(NC2=CC1)CN1CCN(CC1)C1=CC=NC=C1